FC1=C(C(=O)NC(C(=O)O)CC)C(=CN=C1)C(F)(F)F 2-(3-fluoro-5-(trifluoromethyl)isonicotinamido)butanoic acid